CC(C=C)CC(C)C 3,5-Dimethylhexen